4-[(E)-2-(3,5-dihydroxyphenyl)ethenyl]benzene OC=1C=C(C=C(C1)O)/C=C/C1=CC=CC=C1